O[C@H]1COCC[C@@H]1NC(C1=NC(=CC(=C1)CC1=CC=C(C=C1)C1=NN(C=C1)C)N1N=CC=C1)=O N-((3R,4S)-3-hydroxytetrahydro-2H-pyran-4-yl)-4-(4-(1-methyl-1H-pyrazol-3-yl)benzyl)-6-(1H-pyrazol-1-yl)picolinamide